2-(2-Bromobenzyl)-3-chloro-6-(tetrahydro-2H-pyran-4-yl)-2H-pyrazolo[3,4-d]pyridazin-7(6H)-one BrC1=C(CN2N=C3C(N(N=CC3=C2Cl)C2CCOCC2)=O)C=CC=C1